4-acetoxyphenyl-methyl-phenylsulfonium tetrakis(2,3,4,5,6-pentafluorophenyl)borate FC1=C(C(=C(C(=C1F)F)F)F)[B-](C1=C(C(=C(C(=C1F)F)F)F)F)(C1=C(C(=C(C(=C1F)F)F)F)F)C1=C(C(=C(C(=C1F)F)F)F)F.C(C)(=O)OC1=CC=C(C=C1)[S+](C1=CC=CC=C1)C